C=1(C(=CC=C2C3=CC=CC=C3NC12)O)O carbazolediol